BrC=1C=C2C(=NC1)NC(C2CC)Cl 5-bromo-2-chloro-3-ethyl-2,3-dihydro-1H-pyrrolo[2,3-b]pyridine